4-((2-methoxy-3-(1-methyl-1H-1,2,4-triazol-3-yl)phenyl)amino)-N-(methyl-d3)Pyridazine-3-carboxamide COC1=C(C=CC=C1C1=NN(C=N1)C)NC1=C(N=NC=C1)C(=O)NC([2H])([2H])[2H]